COC1=CC=C(C=C1)N1CCC(CC1)C(C(=O)O)CC 2-(1-(4-methoxyphenyl)piperidin-4-yl)butyric acid